(R)-2-Chloro-N,N-dimethyl-6-(3-methylmorpholinyl)isonicotinamide ClC=1C=C(C(=O)N(C)C)C=C(N1)N1[C@@H](COCC1)C